BrC=1C=CC=2N(C1)C=C(N2)C2CCC(CC2)CNC(OC(C)(C)C)=O tert-butyl {[(1r,4r)-4-(6-bromoimidazo[1,2-a]pyridin-2-yl)cyclohexyl]methyl}carbamate